2-(4-{[(3R)-1-methylpiperidin-3-yl]amino}phthalazin-1-yl)-5-(1-methylpyrrolidin-3-yl)phenol CN1C[C@@H](CCC1)NC1=NN=C(C2=CC=CC=C12)C1=C(C=C(C=C1)C1CN(CC1)C)O